FC(OC[C@@H](C1=CC(=CC=C1)OC(F)F)NC(C[C@H](O)C1(CC1)CC)=O)F (S)-N-((R)-2-(difluoromethoxy)-1-(3-(difluoromethoxy)phenyl)ethyl)-3-(1-ethylcyclopropyl)-3-hydroxypropionamide